CC=1C(=CSC1)C=1SC(=CC1)[C@H](CC(=O)[O-])NC(=O)NC=1C(N(C=CC1[O-])C)=O.[Na+].[Na+] sodium (S)-3-(4'-methyl-2,3'-bithiophen-5-yl)-3-(3-(1-methyl-4-oxido-2-oxo-1,2-dihydro pyridin-3-yl)ureido)propanoate